1-(4-iodophenyl)-piperazine IC1=CC=C(C=C1)N1CCNCC1